P(=O)(OC([C@@H](N)CC1=CC=C(C=C1)OP(=O)(O)O)=O)([O-])[O-] Phosphotyrosyl phosphate